C1=C(C=CC2=CC=CC=C12)S(=O)(=O)CC#N 2-(2-naphthalenesulfonyl)acetonitrile